Cl.FC(OCCC1CNC1)F 3-(2-(Difluoromethoxy)ethyl)azetidine hydrochloride